diisopropyltryptamine hemi-glutarate C(CCCC(=O)O)(=O)O.C(C)(C)N(CCC1=CNC2=CC=CC=C12)C(C)C.C(C)(C)N(CCC1=CNC2=CC=CC=C12)C(C)C